racemic-4,4,5,5-tetramethyl-2-((2S,2S)-2-(2,3,6-trifluorophenyl)cyclopropyl)-1,3,2-dioxaborolane CC1(OB(OC1(C)C)[C@H]1[C@H](C1)C1=C(C(=CC=C1F)F)F)C |&1:8|